ClC1=C2C(=NC(=N1)Cl)N(N=C2)C2=C(C=C(C=C2)F)F 4,6-dichloro-1-(2,4-difluorophenyl)-1H-pyrazolo[3,4-d]pyrimidine